methylene(cyclopentadienyl)(2,7-di-tert-butyl-fluoren-9-yl)hafnium C=[Hf](C1C2=CC(=CC=C2C=2C=CC(=CC12)C(C)(C)C)C(C)(C)C)C1C=CC=C1